ClC1=C(COC2=CC=C(C=C2)C2=NOC(C2)(O)C(F)(F)F)C=CC=C1 3-{4-[(2-chlorobenzyl)oxy]phenyl}-5-(trifluoromethyl)-4,5-dihydro-1,2-oxazol-5-ol